C(C)(C)(C)C1=CC(=C(C=C1O)C(C)(C)C)C 2,5-di-tert-butyl-p-cresol